C(C)(C)(C)OC(=O)N1C([C@@H](CC1)C(=O)O)=O (R)-pyrrolidone-1,3-dicarboxylic acid 1-tert-butyl ester